C(CCCCCCCC)OC(CCC(=O)OCCCCCCCCC)=O.[Na] sodium di-nonylsuccinate